(1-(4,4-difluorocyclohex-1-en-1-yl)-6-oxo-1,6-dihydropyridin-3-yl)carbamic acid tert-butyl ester C(C)(C)(C)OC(NC1=CN(C(C=C1)=O)C1=CCC(CC1)(F)F)=O